N-(2-Chloro-3-{(4S)-2-imino-4-methyl-1-[(2R*,4R*)-2-methyl-tetrahydropyran-4-yl]-6-oxo-hexahydropyrimidin-4-yl}phenyl)-3,5-difluorobenzamide trifluoroacetic acid salt FC(C(=O)O)(F)F.ClC1=C(C=CC=C1[C@]1(NC(N(C(C1)=O)[C@H]1C[C@H](OCC1)C)=N)C)NC(C1=CC(=CC(=C1)F)F)=O |o1:21,23|